COC1=CC(=C(C=C1OC)NC(=O)C1=NC2=CC=CC=C2N=C1)C(NC1=CC=C(C=C1)CCN(CC1=C2C=CC=NC2=C(C=C1)C)CC=1C=C2C=NN(C2=CC1)C)=O N-(4,5-Dimethoxy-2-((4-(2-(((1-methyl-1H-indazol-5-yl)methyl)((8-methylquinolin-5-yl)methyl)amino)ethyl)phenyl)carbamoyl)phenyl)quinoxaline-2-carboxamide